[Na+].C(C)N(C(=S)[S-])CC diethylcarbamodithioic acid, sodium salt